ClC1=C2C(=NC=C1)N(C=C2)C(C(=O)NC2(CC2)CN2CCCC2)(C)C 2-(4-chloro-1H-pyrrolo[2,3-b]pyridin-1-yl)-2-methyl-N-(1-(pyrrolidin-1-ylmethyl)cyclopropyl)propanamide